glutamic acid monoacetate C(C)(=O)O.N[C@@H](CCC(=O)O)C(=O)O